CN1CCCNCCCN(CCC1)CC(F)(F)F methyl-9-(2,2,2-trifluoroethyl)-1,5,9-triazacyclododecan